CSC1=CC=CO1 5-methylsulfanylfuran